4-(2-aminopropan-2-yl)-6-(4-(trifluoromethyl)piperidin-1-yl)pyridin NC(C)(C)C1=CC=NC(=C1)N1CCC(CC1)C(F)(F)F